(R)-5-chloro-N-(1-cyclobutylethyl)-6-(2,4,6-trifluorophenyl)-[1,2,4]triazolo[1,5-a]pyrimidin-7-amine ClC1=NC=2N(C(=C1C1=C(C=C(C=C1F)F)F)N[C@H](C)C1CCC1)N=CN2